ClC=1C(=C(C(=CC1)C(F)F)C1=CN=C(C(=N1)C(=O)NC=1C=NN(C1)[C@@H](C)C1=NC=C(C(=N1)C)N1C([C@@H]2C[C@@H]2C1)=O)C)F 6-(3-chloro-6-(difluoromethyl)-2-fluorophenyl)-3-methyl-N-(1-((S)-1-(4-methyl-5-((1r,5S)-2-oxo-3-azabicyclo[3.1.0]hex-3-yl)pyrimidin-2-yl)ethyl)-1H-pyrazol-4-yl)pyrazine-2-carboxamide